ClC1=NC=CC(=N1)OC1=CC=C(C=C1)N(C(=O)C1(CC1)C(=O)N)C1=CC=C(C=C1)F N-(4-((2-chloropyrimidin-4-yl)oxy)phenyl)-N-(4-fluorophenyl)cyclopropane-1,1-dicarboxamide